COC1=C(C(=O)[Ge](C(C2=C(C=CC=C2OC)OC)=O)(C(C2=C(C=CC=C2OC)OC)=O)C(C2=C(C=CC=C2OC)OC)=O)C(=CC=C1)OC tetrakis(2,6-dimethoxybenzoyl)german